9-isobutyl-2,7-dimethyl-tetracyclo[4.4.0.12,5.17,10]-3-dodecene C(C(C)C)C1CC2(C3C4C=CC(C3C1C2)(C4)C)C